N1(CCNCC1)C1=NC=C(C(=O)O)C=C1 6-(piperazin-1-yl)nicotinic acid